5-(butan-2-yl)-N-[(2S)-1-({(1S)-1-cyano-2-[(3S)-2-oxopyrrolidin-3-yl]ethyl}amino)-4-methyl-1-oxopentan-2-yl]-1H-indole-2-carboxamide CC(CC)C=1C=C2C=C(NC2=CC1)C(=O)N[C@H](C(=O)N[C@@H](C[C@H]1C(NCC1)=O)C#N)CC(C)C